1-BOC-4-(4-oximinophenyl)piperazine C(=O)(OC(C)(C)C)N1CCN(CC1)C1=CCC(C=C1)=NO